C[C@H]1CC[C@@H](NC1)C1=CC=CC=C1 (2R,5S)-5-methyl-2-phenyl-piperidine